(2R,4S)-5-[(1,1'-biphenyl)-4-yl]-4-t-butoxycarbonyl-2-methylpentanoic acid C1(=CC=C(C=C1)C[C@H](C[C@H](C(=O)O)C)C(=O)OC(C)(C)C)C1=CC=CC=C1